(R)-tert-Butyl (1-(2-(6-ethoxy-1-ethyl-1H-indol-2-yl)-1-methyl-1H-benzo[d]imidazole-5-carbonyl)piperidin-3-yl)carbamate C(C)OC1=CC=C2C=C(N(C2=C1)CC)C1=NC2=C(N1C)C=CC(=C2)C(=O)N2C[C@@H](CCC2)NC(OC(C)(C)C)=O